di-n-butylbutylbutylbutylstannane chloride [Cl-].C(CCC)C(CCC)([SnH](CCCC)CCCC)CCCC